FC1=C(C=CC=C1)C1=NOC(=C1)[C@H](C)N1C=C(C2=C1N=CN=C2N)C=2C=NC(=NC2)OC 7-{(1S)-1-[3-(2-fluorophenyl)-1,2-oxazol-5-yl]ethyl}-5-(2-methoxypyrimidin-5-yl)-7H-pyrrolo[2,3-d]pyrimidin-4-amine